1-(Cyclobutanecarbonyl)-N-((7-(5-(difluoromethyl)-1,3,4-oxadiazol-2-yl)imidazo[1,2-a]pyridin-2-yl)methyl)-N-phenylazetidin-3-carboxamide C1(CCC1)C(=O)N1CC(C1)C(=O)N(C1=CC=CC=C1)CC=1N=C2N(C=CC(=C2)C=2OC(=NN2)C(F)F)C1